N,N-diethyl-trimethylsilylamin C(C)N(CC)[Si](C)(C)C